C(CCC)OCOCCCC(CC(C)[Mg]Br)C 6-butoxymethoxy-1,3-dimethylhexylmagnesium bromide